C(#N)C1=NC(=CC=C1O[C@@H]1C[C@H](CCC1)C(=O)O)C=1C=NN(C1COC(N(C)C1CCC1)=O)C |r| (+/-)-(1S,3S)-3-((2-cyano-6-(5-(((cyclobutyl(methyl)carbamoyl)oxy)methyl)-1-methyl-1H-pyrazol-4-yl)pyridin-3-yl)oxy)cyclohexane-1-carboxylic acid